4-cyclohexylpiperidine C1(CCCCC1)C1CCNCC1